(2S,4R)-2-(2-aminoethyl)-4-hydroxy-1-(2'-methyl-[1,1'-biphenyl]-4-carbonyl)pyrrolidine-2-carboxylic acid methyl ester COC(=O)[C@]1(N(C[C@@H](C1)O)C(=O)C1=CC=C(C=C1)C1=C(C=CC=C1)C)CCN